8-((4-bromo-2-fluorophenyl)amino)-2-(2-hydroxyethyl)-7-methyl-3,4-dihydro-2,7-naphthyridine-1,6(2h,7h)-dione trifluoroacetate FC(C(=O)O)(F)F.BrC1=CC(=C(C=C1)NC=1N(C(C=C2CCN(C(C12)=O)CCO)=O)C)F